O=C1N(N=CC2=CC(=CC=C12)SC1=CC2=C(OCCN2C(=O)OC(C)(C)C)C=C1)CC1=NN(C=C1)C1OCCCC1 tert-butyl 6-((1-oxo-2-((1-(tetrahydro-2H-pyran-2-yl)-1H-pyrazol-3-yl) methyl)-1,2-dihydro-phthalazin-6-yl) thio)-2,3-dihydro-4H-benzo[b][1,4]oxazine-4-carboxylate